NC1=NC(=NN2C1=NC=C2C=2C=C(C=CC2C)S(=O)(=O)N(C2CCCC2)CCC#N)C(F)(F)F 3-(4-amino-2-(trifluoromethyl)imidazo[2,1-f][1,2,4]triazin-7-yl)-N-(2-cyanoethyl)-N-cyclopentyl-4-methylbenzenesulfonamide